Tert-butyl 3-(trifluoromethylsulfonyloxy)-2,5-dihydropyrrole-1-carboxylate FC(S(=O)(=O)OC=1CN(CC1)C(=O)OC(C)(C)C)(F)F